sodium pentenoate C(C=CCC)(=O)[O-].[Na+]